COC(C(C1=CC=CC=C1)N1C=NC2=C(C1=O)C=NN2)=O Methyl-2-(4-oxo-1,4-dihydro-5H-pyrazolo[3,4-d]pyrimidin-5-yl)-2-phenylacetate